4,6,8,10-tetramethyltridecyloxymethyl ether CC(CCCOCOCOCCCC(CC(CC(CC(CCC)C)C)C)C)CC(CC(CC(CCC)C)C)C